(±)-N-Methyl-2,3,4,4a,5,6-hexahydro-1H-pyrazino[1,2-d]pyrido[2,3-b][1,4]oxazepine-9-carboxamide CNC(=O)C=1C=CC2=C(OCC[C@H]3N2CCNC3)N1 |r|